BrC1=CC=C(C=N1)OCCOCCOCCO 2-(2-(2-((6-bromopyridin-3-yl)oxy)ethoxy)ethoxy)ethan-1-ol